2,2,2-trifluoroethyl-1,1,2,3,3,3-hexafluoropropyl ether FC(CC(C(F)(F)OC(C(C(F)(F)F)(CC(F)(F)F)F)(F)F)(C(F)(F)F)F)(F)F